O1C(CCCC1)OC1=CC=C(C=C1)C1=NC2=CC(=CC(=C2C(C1OC1OCCCC1)=O)OC1OCCCC1)OC1OCCCC1 2-(4-tetrahydropyranyloxyphenyl)-3,5,7-tri-tetrahydropyranyloxy-quinolin-4-one